N-[(3R)-7-(5-amino-1,3,4-oxadiazol-2-yl)-4-oxo-3,5-dihydro-2H-1,5-benzothiazepine-3-Yl]carbamic acid tert-butyl ester C(C)(C)(C)OC(N[C@H]1CSC2=C(NC1=O)C=C(C=C2)C=2OC(=NN2)N)=O